ethoxydi(ethoxyacetoacetyl)titanium (IV) C(C)O[Ti+](C(CC(=O)COCC)=O)C(CC(=O)COCC)=O